N[C@@H]1CN(C[C@H]1COC)C(=O)OC(C)(C)C tert-butyl (3S,4R)-3-amino-4-(methoxymethyl)pyrrolidine-1-carboxylate